ClC=1C=C(C=CC1Cl)C(=O)N1CC=2C(=NN3C2C2=C(CCC3)N(C=N2)C)CC1 (3,4-Dichlorophenyl)(3-methyl-4,5,6,9,10,12-hexahydroimidazo[4,5-c]pyrido[4',3':3,4]pyrazolo-[1,5-a]azepin-11(3H)-yl)methanone